N-[4-(2,6-Difluorophenoxy)-6-(2,6-dimethylphenyl)pyrimidin-2-yl]-1-methyl-pyrazole-4-sulfonamide FC1=C(OC2=NC(=NC(=C2)C2=C(C=CC=C2C)C)NS(=O)(=O)C=2C=NN(C2)C)C(=CC=C1)F